7-chloro-6-((3-((2-methylhexyl)oxy)-3-oxopropyl)thio)-1H-indazole-3-carboxylic acid ethyl ester C(C)OC(=O)C1=NNC2=C(C(=CC=C12)SCCC(=O)OCC(CCCC)C)Cl